C1([C@H](O)[C@H](O)[C@H](O1)CO)OC=1C(C=O)=CC=CC1 ribosyl-salicylaldehyde